(R)-6-(isoquinolin-4-yl)-5-oxo-4-(6-(trifluoromethyl)pyridin-3-yl)-4,6-diazaspiro[2.4]heptane C1=NC=C(C2=CC=CC=C12)N1C(N(C2(CC2)C1)C=1C=NC(=CC1)C(F)(F)F)=O